1-(4-((2,6-difluorophenyl)ethynyl)phenyl)-1H-pyrrole FC1=C(C(=CC=C1)F)C#CC1=CC=C(C=C1)N1C=CC=C1